N-[2,4-difluoro-3-(2-[1H-pyrazolo[3,4-b]pyridin-5-yl]ethyl)phenyl]-5-fluoro-2-methoxypyridine-3-sulfonamide FC1=C(C=CC(=C1CCC=1C=C2C(=NC1)NN=C2)F)NS(=O)(=O)C=2C(=NC=C(C2)F)OC